(±)-(1R,2R)-2-(((6-(5-(hydroxymethyl)-1-methyl-1H-1,2,3-triazol-4-yl)-2-methylpyridin-3-yl)oxy)methyl)cyclobutane-1-carboxylic acid OCC1=C(N=NN1C)C1=CC=C(C(=N1)C)OC[C@H]1[C@@H](CC1)C(=O)O |r|